C1(CCCCC1)[C@H](C)N1C(C=CC2=C1N=C(N=C2)N[C@@H](C)C2=CC=C(C=C2)CN2CC(CCC2)(F)F)=O 8-[(1S)-1-cyclohexylethyl]-2-{[(1S)-1-{4-[(3,3-difluoropiperidin-1-yl)methyl]phenyl}ethyl]amino}-pyrido[2,3-d]pyrimidin-7(8H)-one